(1r,5s,6r)-N-ethyl-N-methyl-3-(8-(3-methyl-1,2,4-oxadiazol-5-yl)-8-azabicyclo[3.2.1]oct-3-yl)-3-azabicyclo[3.1.0]hexane-6-carboxamide C(C)N(C(=O)C1[C@H]2CN(C[C@@H]12)C1CC2CCC(C1)N2C2=NC(=NO2)C)C